OC=1C=C2CC[C@@H]([C@@H](C2=CC1)C1=CC=C(C=C1)N1CCN(CC1)CC1CCN(CC1)C(COC1=CC=C2C(=NN(C2=C1)C)C1C(NC(CC1)=O)=O)=O)C1=CC=CC=C1 3-(6-(2-(4-((4-(4-((1R,2S)-6-Hydroxy-2-phenyl-1,2,3,4-tetrahydronaphthalen-1-yl)phenyl)piperazin-1-yl)methyl)piperidin-1-yl)-2-oxoethoxy)-1-methyl-1H-indazol-3-yl)piperidine-2,6-dione